1-(7-fluoro-5-phenyl-6,7-dihydro-5H-pyrrolo[1,2-b][1,2,4]triazol-2-yl)-2-methylprop-2-en-1-one FC1CC(N2N=C(N=C21)C(C(=C)C)=O)C2=CC=CC=C2